L-phenylalanine oxoglutarate O=C(C(=O)O)CCC(=O)O.N[C@@H](CC1=CC=CC=C1)C(=O)O